OC1(C(N(CC1)C)=O)C1=NN(C(=C1)C1=CC(=CC=C1)B1OC(C(O1)(C)C)(C)C)C 3-Hydroxy-1-methyl-3-(1-methyl-5-(3-(4,4,5,5-tetramethyl-1,3,2-dioxaborolan-2-yl)phenyl)-1H-pyrazol-3-yl)pyrrolidin-2-one